R-7-(2-(4-(6-fluorobenzo[b]thiophen-4-yl)piperazin-1-yl)ethyl)-4-hydroxy-3,4-dihydroquinolin-2(1H)-one FC=1C=C(C2=C(SC=C2)C1)N1CCN(CC1)CCC1=CC=C2[C@@H](CC(NC2=C1)=O)O